N(=C=O)C(C)(C)C1=CC=C(C=C1)C(C)(C)N=C=O 1,4-bis(2-isocyanato-prop-2-yl)-benzene